ClC(C1=NC(=NO1)C1=CC=C(C=C1)NC=1C(C(C1NC1=CC=C(C=C1)OC(F)(F)F)=O)=O)(F)F 3-((4-(5-(chlorodifluoromethyl)-1,2,4-oxadiazol-3-yl)phenyl)amino)-4-((4-(trifluoromethoxy)phenyl)amino)cyclobut-3-ene-1,2-dione